1,3-bis(aminomethyl)benzene NCC1=CC(=CC=C1)CN